phenyl-oxybipyridine C1(=CC=CC=C1)OC=1C(=NC=CC1)C1=NC=CC=C1